tert-butyl 8-(6-chloro-7-fluoro-1-methyl-1H-pyrazolo[4,3-c]pyridin-3-yl)-3,8-diazabicyclo[3.2.1]octane-3-carboxylate ClC1=C(C2=C(C=N1)C(=NN2C)N2C1CN(CC2CC1)C(=O)OC(C)(C)C)F